CC(C)(CC(C)(C)C)O 2,4,4-trimethyl-2-hydroxypentane